2-BENZYLOXY-5-CHLOROPHENYLBORONIC ACID C(C1=CC=CC=C1)OC1=C(C=C(C=C1)Cl)B(O)O